C(CCCCCCC)P(O)(O)OC1=CC=C(C=C1)C(C)(C)C1=CC=C(C=C1)O 4,4'-{isopropylidenediphenol} octylphosphite